1,3,5-benzenetricarboxylic acid tris(4-n-octylcyclohexylamide) C(CCCCCCC)C1CCC(CC1)NC(=O)C1=CC(=CC(=C1)C(=O)NC1CCC(CC1)CCCCCCCC)C(=O)NC1CCC(CC1)CCCCCCCC